C(C)(C)(C)C1=CC=C(C=C1)C1=NN=C(O1)C=1C(=NC=C(C1)C=1C=NNC1)N 3-(5-(4-(tert-butyl)phenyl)-1,3,4-oxadiazol-2-yl)-5-(1H-pyrazol-4-yl)pyridin-2-amine